7-(trifluoromethyl)-1,2,3,4-tetrahydro-1,5-naphthyridine FC(C1=CN=C2CCCNC2=C1)(F)F